2-(3-methylphenyl)-2-[(2-piperidine-4-ylethyl)amino]-N-(2-pyridine-4-ylethyl)acetamid CC=1C=C(C=CC1)C(C(=O)NCCC1=CC=NC=C1)NCCC1CCNCC1